CC1=CC(=NC=N1)C1=CC(=NN1)C(=O)N1C2(CC2)C[C@@H](CC1)C(=O)NC1CCC2(CCO2)CC1 (R)-4-(5-(6-methylpyrimidin-4-yl)-1H-pyrazole-3-carbonyl)-N-(1-oxaspiro[3.5]non-7-yl)-4-azaspiro[2.5]octane-7-carboxamide